FC1(C(C1(I)F)(F)F)F 1,1,2,2,3-Pentafluoro-3-iodocyclopropane